Methyl (Z)-1-(4-amino-2-fluorobut-2-en-1-yl)-4-(3-(N-isopropylsulfamoyl)-4-methoxyphenyl)-1H-benzo[d][1,2,3]triazole-6-carboxylate NC\C=C(\CN1N=NC2=C1C=C(C=C2C2=CC(=C(C=C2)OC)S(NC(C)C)(=O)=O)C(=O)OC)/F